(+)-2-(5-chloro-2-fluorophenyl)-2-[(4-{[(1,2-oxazol-3-yl)amino]methyl}-1H-1,3-benzodiazol-2-yl)amino]propan-1-ol ClC=1C=CC(=C(C1)C(CO)(C)NC1=NC2=C(N1)C=CC=C2CNC2=NOC=C2)F